P(O)(=O)(OP(=O)(O)OP(=O)(O)O)OC[C@@H]1[C@H](C[C@@H](O1)N1C=NC=2C(N)=NC(=NC12)N)O 2-amino-2'-deoxyadenosine 5'-triphosphate